O=C1N(CCC(N1)=O)C=1C=C(CN2CCC(CC2)NC(C2=C(C=C(C(=C2)OC)NC2=NC=C(C(=N2)OC2=C3C(N(CC3=CC=C2)C)=O)C(F)(F)F)F)=O)C=CC1 N-(1-(3-(2,4-dioxotetrahydropyrimidin-1(2H)-yl)benzyl)piperidin-4-yl)-2-fluoro-5-methoxy-4-((4-((2-methyl-3-oxoisoindolin-4-yl)oxy)-5-(trifluoromethyl)pyrimidin-2-yl)amino)benzamide